C1(CC1)N1N=C2N=C(N=C(C2=C1)SCC(=O)C1=CC=C(S1)CNC(=O)C1C(C1)(F)F)C(F)(F)F N-((5-(2-((2-cyclopropyl-6-(trifluoromethyl)-2H-pyrazolo[3,4-d]pyrimidin-4-yl)thio)acetyl)thiophen-2-yl)methyl)-2,2-difluorocyclopropane-1-carboxamide